N-(6-((1R,4R)-2,5-Diazabicyclo[2.2.1]heptan-2-yl)-2-cyclopropylpyridin-3-yl)-4-chloro-5-(trifluoromethyl)pyrimidin-2-amine [C@H]12N(C[C@H](NC1)C2)C2=CC=C(C(=N2)C2CC2)NC2=NC=C(C(=N2)Cl)C(F)(F)F